C(C)(C)(C)OC(=O)N1CC=2C(C[C@H]1C)=NNC2C(CC(CCOS(=O)(=O)C)=C)(F)F (R)-tert-Butyl-3-(1,1-difluoro-3-methylene-5-((methylsulfonyl)oxy)pentyl)-6-methyl-6,7-dihydro-2H-pyrazolo[4,3-c]pyridine-5(4H)-carboxylate